5-chloro-N-(1,1-dimethylsilinan-4-yl)-4-fluoro-7-methyl-1H-pyrrolo[2,3-c]pyridine-2-carboxamide ClC=1C(=C2C(=C(N1)C)NC(=C2)C(=O)NC2CC[Si](CC2)(C)C)F